[5-benzyloxy-1-(4-fluoro-3-methyl-phenyl)-2-tetrahydropyran-4-yl-indol-3-yl]-1-(difluoro-methyl)cyclobutanecarboxylic acid C(C1=CC=CC=C1)OC=1C=C2C(=C(N(C2=CC1)C1=CC(=C(C=C1)F)C)C1CCOCC1)C1C(CC1)(C(=O)O)C(F)F